ClC=1C(=NN2C1C(NCC2)=O)C2=C(C=NC=C2)C(F)F 3-chloro-2-[3-(difluoromethyl)pyridin-4-yl]-5H,6H,7H-pyrazolo[1,5-a]pyrazin-4-one